((2-amino-5-bromo-3-fluorophenyl)amino)-2-methylpropan-2-ol NC1=C(C=C(C=C1F)Br)NCC(C)(O)C